N[C@H](C)C=1C=C(C=C2C(C=C(OC12)C1=CC2=CN(N=C2C=C1)C)=O)C 8-[(1R)-1-Aminoethyl]-6-methyl-2-(2-methyl-indazol-5-yl)chromen-4-one